[Br-].[Br-].C(C)=[N+]1C(=CC=CC1)C1=[NH+]C=CC=C1 ethylidene-2,2'-bipyridinium dibromide